tert-butyl (R)-(tert-butoxycarbonyl)(9-(6-(allyloxy)-2,3-dichlorobenzyl)-9H-purin-6-yl)carbamate C(C)(C)(C)OC(=O)N(C(OC(C)(C)C)=O)C1=C2N=CN(C2=NC=N1)CC1=C(C(=CC=C1OCC=C)Cl)Cl